N=1C(=CN2C1C=CC=C2)C=2C=C(C=CC2OC2=CC=C(C=C2)C(F)(F)F)S(=O)(=O)NC 3-(imidazo[1,2-a]pyridin-2-yl)-N-methyl-4-[4-(trifluoromethyl)phenoxy]benzene-1-sulfonamide